2-(2-(5-chloro-pentoxy)benzyloxy)-N-(pyridin-3-yl)benzamide ClCCCCCOC1=C(COC2=C(C(=O)NC=3C=NC=CC3)C=CC=C2)C=CC=C1